IC1=C(SC(=C1C)C)C=O 3-IODO-4,5-DIMETHYLTHIOPHENE-2-CARBALDEHYDE